ClC=1C=C(CN(C2=C(C(=NC=N2)NC[C@@H]2[C@H](CN(CC2)CC(=O)N)O)F)C)C=C(C1)Cl ((3R,4R)-4-(((6-((3,5-dichlorobenzyl)(methyl)amino)-5-fluoropyrimidin-4-yl)amino)methyl)-3-hydroxypiperidin-1-yl)acetamide